2-(4-(6-(4-chloro-2-fluorobenzyloxy)pyridin-2-yl)-2-fluorobenzyl)-1-(thien-2-ylmethyl)-1H-benzo[d]imidazole-6-carboxylic acid ClC1=CC(=C(COC2=CC=CC(=N2)C2=CC(=C(CC3=NC4=C(N3CC=3SC=CC3)C=C(C=C4)C(=O)O)C=C2)F)C=C1)F